C(C(C)C)N[C@H](C)C1=NNC(C2=CC=CC=C12)=O |r| racemic-4-[1-(isobutylamino)ethyl]-2H-phthalazin-1-one